BrC=1C=C(CN2C(=NC=C2)C(=O)O)C=C(C1)Br 1-(3,5-dibromobenzyl)-1H-imidazole-2-carboxylic acid